C(#N)C1=CC(=C(C=C1)N1CC(N(C2(CN(C2)C2=C(C(=O)OC)C=CC=C2)C1=O)CC1=CC=C(C=C1)C(F)(F)F)=O)F methyl 2-(8-(4-cyano-2-fluorophenyl)-6,9-dioxo-5-(4-(trifluoromethyl)benzyl)-2,5,8-triazaspiro[3.5]nonan-2-yl)benzoate